C(CCCCCC\C=C/CC)[Mg]Br (8Z)-8-undecenyl-magnesium bromide